1-(4-(1-((octahydrocyclopenta[c]pyrrol-5-yl)methyl)piperidin-4-yl)-1H-pyrazol-1-yl)cyclobutane-1-carboxamide C1NCC2C1CC(C2)CN2CCC(CC2)C=2C=NN(C2)C2(CCC2)C(=O)N